(R)-3-((6-fluoroquinolin-5-yl)amino)pyrrolidine-1-carboxylic acid tert-butyl ester C(C)(C)(C)OC(=O)N1C[C@@H](CC1)NC1=C2C=CC=NC2=CC=C1F